3-bromo-2-[[(3R,5R)-5-[3-[2-[2-(2-hydroxyethoxy)ethoxy]ethoxy]phenyl]-1-methyl-3-piperidyl]amino]pyrido[1,2-a]pyrimidin-4-one BrC1=C(N=C2N(C1=O)C=CC=C2)N[C@H]2CN(C[C@H](C2)C2=CC(=CC=C2)OCCOCCOCCO)C